(4-bromophenyl)-4-chloro-6-(tetrahydro-2H-pyran-4-yl)nicotinonitrile BrC1=CC=C(C=C1)C1=C(C#N)C(=CC(=N1)C1CCOCC1)Cl